FC(CO)(F)C=1C(=C(C=CC1)[C@@H](C)NC(OC(C)(C)C)=O)F tert-butyl {(1R)-1-[3-(1,1-difluoro-2-hydroxyethyl)-2-fluorophenyl]-ethyl}carbamate